(1-cyclohexyl-2-methylpropan-2-yl) butanoate C(CCC)(=O)OC(CC1CCCCC1)(C)C